1-(4-((4'-(((3r,5r)-3,5-dimethylpiperazin-1-yl)methyl)-[1,1'-biphenyl]-4-yl)methyl)phenyl)-5-methyl-1H-1,2,4-triazole-3-carboxamide C[C@@H]1CN(C[C@H](N1)C)CC1=CC=C(C=C1)C1=CC=C(C=C1)CC1=CC=C(C=C1)N1N=C(N=C1C)C(=O)N